methyl 3-(1,1-difluoro-2-hydroxyethyl)-4-hydroxybenzoate FC(CO)(F)C=1C=C(C(=O)OC)C=CC1O